C(C1=CC=C(C=C1)N1C(C2C3C=CC(C2C1=O)(O3)CO)=O)C3=CC=C(C=C3)N3C(C1C2C=CC(C1C3=O)(O2)CO)=O 2,2'-(methylenebis(4,1-phenylene))bis(4-(hydroxymethyl)-3a,4,7,7a-tetrahydro-1H-4,7-epoxyisoindole-1,3(2H)-dione)